C(C)N(C(OC1=CC=CC2=CC=CC(=C12)OC(N(CC)CC)=O)=O)CC naphthalene-1,8-diyl bis(diethylcarbamate)